C1=CC=CC=2C3=CC=CC=C3C(C12)COC(=O)N[C@H](C(=O)O)CC1=CC(=CC(=C1)I)F (2S)-2-(9H-fluoren-9-ylmethoxycarbonylamino)-3-(3-fluoro-5-iodophenyl)propionic acid